FC=1C(=NC=CC1)N1NCC(C1)(O)C(F)(F)F 1-(3-fluoropyridin-2-yl)-4-(trifluoromethyl)pyrazolin-4-ol